tri(pyrazolyl) borate B(OC1=NNC=C1)(OC1=NNC=C1)OC1=NNC=C1